C1(CC1)N=S1CCN(CC2=C1C=CC=C2)C2=NC1=CC=C(C=C1C(=N2)N[C@@H]2CNC[C@H]2OC)C 1-(Cyclopropylimino)-4-(4-(((3R,4R)-4-methoxypyrrolidin-3-yl)amino)-6-methylquinazolin-2-yl)-2,3,4,5-tetrahydro-benzo[f][1,4]thiazepine